CC1=C(C2=C(N=N1)SC1=C2C=CN=C1NCC1=CC=C(C=C1)C(C)(C)O)C 2-[4-[[(3,4-dimethylpyrido[4',3':4,5]thieno[2,3-c]pyridazin-8-yl)amino]methyl]phenyl]propan-2-ol